C(CCC)C1=CC=C(OC2=CC=C(C(=O)O)C=C2)C=C1 4-(4-butylphenoxy)benzoic acid